C(C)N1C(=NN=C1)C=1C=C2C=NN(C2=C(C1)OC1=CC=C(OCCCN2C3COC(C2)C3)C=C1)C 5-[3-[4-[5-(4-ethyl-1,2,4-triazol-3-yl)-1-methyl-indazol-7-yl]oxyphenoxy]propyl]-2-oxa-5-azabicyclo[2.2.1]heptane